(R)-2-(4-(5,6-dihydro-4H-cyclopenta[d]oxazol-2-yl)-5-hydroxy-1-methyl-6-oxo-1,6-dihydropyrimidin-2-yl)-1-phenyl-1,2,3,4-tetrahydroisoquinoline-7-carboxamide O1C(=NC2=C1CCC2)C=2N=C(N(C(C2O)=O)C)N2[C@@H](C1=CC(=CC=C1CC2)C(=O)N)C2=CC=CC=C2